ClC1=CC=CC2=C1NC(=N2)C(=O)N2C(C=1C=CC=NC1C(C2)F)C (7-chloro-1H-benzo[d]imidazol-2-yl)(8-fluoro-5-methyl-7,8-dihydro-1,6-naphthyridin-6(5H)-yl)methanone